C(CCC)[C@@H]1N([C@H](C2=CC=C(C=C2C1)OC)C1=CC=C(C(=O)NC2CC2)C=C1)C(CC)=O 4-((1S,3S)-3-butyl-6-methoxy-2-propionoyl-1,2,3,4-tetrahydroisoquinolin-1-yl)-N-cyclopropylbenzamide